1-iso-Pentyl-1-(4-methyl-4'-(2-(4-methylpiperazin-1-yl)ethyl)-[1,1'-biphenyl]-3-yl)thiourea C(CC(C)C)N(C(=S)N)C=1C=C(C=CC1C)C1=CC=C(C=C1)CCN1CCN(CC1)C